FC(C1=C(C=CC=C1)C1(CC1)NC(=O)[C@H]1CN(CC[C@@H]1NC(=O)C1=NOC(=C1)C1=C(C=C(C=C1)F)F)CC1CC1)(F)F (3S,4S)-1-cyclopropylmethyl-4-{[5-(2,4-difluoro-phenyl)-isoxazole-3-carbonyl]-amino}-piperidine-3-carboxylic acid [1-(2-trifluoromethyl-phenyl)-cyclopropyl]-amide